((R)-2-(((2R,3S,4R,5R)-5-(6-chloro-4-((1-methylcyclopentyl)amino)-1H-pyrazolo[3,4-d]pyrimidin-1-yl)-3,4-dihydroxytetrahydrofuran-2-yl)methoxy)-1-hydroxypropan-2-yl)phosphonic acid ClC1=NC(=C2C(=N1)N(N=C2)[C@H]2[C@@H]([C@@H]([C@H](O2)CO[C@](CO)(C)P(O)(O)=O)O)O)NC2(CCCC2)C